(S)-4-((6-(3-methyl-1H-pyrrolo[2,3-b]pyridin-5-yl)-8-(pyrrol-2-yl)-3,4-dihydroisoquinolin-2(1H)-yl)methyl)tetrahydro-2H-pyran-4-ol CC1=CNC2=NC=C(C=C21)C=2C=C1CCN(CC1=C(C2)C=2NC=CC2)CC2(CCOCC2)O